C1(=C(C(=C(C(=C1C(=O)OC)C(=O)OC)C(=O)OC)C(=O)OC)C(=O)OC)C1=C(C(=C(C(=C1C(=O)OC)C(=O)OC)C(=O)OC)C(=O)OC)C(=O)OC decamethyl biphenyldecaformate